FC(C=1C=NC(=NC1)C1=CN=CO1)(F)F 5-(5-(trifluoromethyl)pyrimidin-2-yl)oxazole